(S)-3-cyclopropyl-6-(1-phenylethoxy)pyrimidine-2,4(1H,3H)-dione C1(CC1)N1C(NC(=CC1=O)O[C@@H](C)C1=CC=CC=C1)=O